4-bromo-3-[3-(morpholinomethyl)benzyloxy]thiophene-2-carboxylic acid BrC=1C(=C(SC1)C(=O)O)OCC1=CC(=CC=C1)CN1CCOCC1